BrC1=C(C=CC=C1)NC1=NC(=NC=C1C(=O)N)NC1=C(C=C(C=C1)C1CNCC1)OC 4-((2-bromophenyl)amino)-2-((2-methoxy-4-(pyrrolidin-3-yl)phenyl)amino)pyrimidine-5-carboxamide